FC=1C(=C(C=CC1)O)C1=C2C(=C(N=N1)N[C@H]1CN(CCC1)C)C=NC=C2 3-fluoro-2-(4-{[(3R)-1-methylpiperidin-3-yl]amino}pyrido[3,4-d]pyridazin-1-yl)phenol